2,2-dimethyl-5-phenyl-4-(1-piperidinyl)piperidine dihydrochloride Cl.Cl.CC1(NCC(C(C1)N1CCCCC1)C1=CC=CC=C1)C